C(C(=C)C)(=O)OCCC[Si](OCC)(C)C METHACRYLOXYPROPYLDIMETHYLETHOXYSILANE